C(C)(=O)N1CC2(C1)N(C(CN(C2=O)C2=C(C=C(C#N)C=C2)F)=O)[C@@H](C)C2=CC=C(C=C2)C(F)(F)F (S)-4-(2-acetyl-6,9-dioxo-5-(1-(4-(trifluoromethyl)phenyl)ethyl)-2,5,8-triazaspiro[3.5]non-8-yl)-3-fluorobenzonitrile